CN1N=C(C=2N=NNC(C21)=O)CCC 5-methyl-7-propyl-3H-pyrazolo[4,3-d][1,2,3]triazin-4(5H)-one